Cl.C1NCC2=CC(=CC=C12)C(=O)N(C)C 1-(isoindolin-5-yl)N,N-dimethylformamide hydrochloride